FC(OC1=CC=C(C=N1)CC1CC2(CN(C2)C(=O)N2CC3(C2)NC(CC3)=O)C1)(F)F 2-[6-[[6-(trifluoromethoxy)-3-pyridyl]methyl]-2-azaspiro[3.3]heptane-2-carbonyl]-2,5-diazaspiro[3.4]octan-6-one